4-[2-(3-methyl-1,2,4-oxadiazol-5-yl)-6-azaspiro[3.4]oct-6-yl]-1-(5-methylpyridin-2-yl)cyclohexanecarbonitrile CC1=NOC(=N1)C1CC2(C1)CN(CC2)C2CCC(CC2)(C#N)C2=NC=C(C=C2)C